3-(4-(1H-pyrazol-4-yl)phenyl)-1-(3-methoxybenzyl)-8-((tetrahydro-2H-pyran-4-yl)methyl)-1,3,8-triazaspiro[4.5]decan-2-one N1N=CC(=C1)C1=CC=C(C=C1)N1C(N(C2(C1)CCN(CC2)CC2CCOCC2)CC2=CC(=CC=C2)OC)=O